CN1CCN(CC1)CCCN1N=CC(=C1)NC(=O)C=1N=C(SC1)C=1C=NNC1 N-{1-[3-(4-methylpiperazin-1-yl)propyl]-1H-pyrazol-4-yl}-2-(1H-pyrazol-4-yl)-1,3-thiazole-4-carboxamide